CP(OC)(OC1=C(C(=CC(=C1)CCCCC)OP(OC)(=O)C)C1=CC(=CC=C1)C)=O dimethyl (3'-methyl-4-pentyl-[1,1'-biphenyl]-2,6-diyl) bis(methylphosphonate)